1-(2-((6-(2-(2,6-dioxo-1-((2-(trimethylsilyl)ethoxy)methyl)piperidin-3-yl)-1-oxoisoindolin-4-yl)hex-5-yn-1-yl)oxy)ethyl)-3-methyl-1H-indazole-6-carboxamide O=C1N(C(CCC1N1C(C2=CC=CC(=C2C1)C#CCCCCOCCN1N=C(C2=CC=C(C=C12)C(=O)N)C)=O)=O)COCC[Si](C)(C)C